(14S)-8-tert-butyl-12,12-dimethyl-17-[1-(pyrimidin-2-yl)piperidin-4-yl]2λ6-thia-3,9,11,18,23-pentaazatetracyclo[17.3.1.111,14.05,10]tetracosa-1(23),5(10),6,8,19,21-hexaene-2,2,4-trione C(C)(C)(C)C=1C=CC=2C(NS(C=3C=CC=C(NC(CC[C@H]4CC(N(C2N1)C4)(C)C)C4CCN(CC4)C4=NC=CC=N4)N3)(=O)=O)=O